NC1=NC(=C(C=2N1N=C(N2)CCl)C2=CC=NN2CC)C=2C=C(C#N)C=CC2 3-(5-amino-2-(chloromethyl)-8-(1-ethyl-1H-pyrazol-5-yl)-[1,2,4]triazolo[1,5-c]pyrimidin-7-yl)benzonitrile